COC1=C(C=C(C=C1)B(O)O)C(F)(F)F (4-METHOXY-3-TRIFLUOROMETHYLPHENYL)BORONIC ACID